5-((8-((4'-chloro-5,5-dimethyl-3,4,5,6-tetrahydro-[1,1'-biphenyl]-2-yl)methyl)-3,8-diazabicyclo[3.2.1]octan-3-yl)methyl)-2-(2,4-dioxotetrahydropyrimidine-1(2H)-yl)isoindoline-1,3-dione ClC1=CC=C(C=C1)C1=C(CCC(C1)(C)C)CN1C2CN(CC1CC2)CC=2C=C1C(N(C(C1=CC2)=O)N2C(NC(CC2)=O)=O)=O